7-[2-(5,8-dioxaspiro[3.4]octan-2-yl)ethyl]-1,2,3,4-tetrahydro-1,8-naphthyridine C1C(CC12OCCO2)CCC2=CC=C1CCCNC1=N2